O[C@H](C)C=1N=CC(=NC1)NC1=NNC(=C1)[C@@H]1C[C@@H](CC1)N(C([O-])=O)C1(CC1)C (1R,3S)-3-(3-((5-((R)-1-hydroxyethyl)pyrazin-2-yl)amino)-1H-pyrazol-5-yl)cyclopentyl(1-methylcyclopropyl)carbamate